C(C)(C)(C)OC(=O)N1[C@@H](C[C@@H]([C@H](C1)O)N=[N+]=[N-])C1=CC=CC=C1 (2S,4S,5S)-4-azido-5-hydroxy-2-phenylpiperidine-1-carboxylic acid tert-butyl ester